10-oxo-5,10-dihydro-6H-pyrido[1,2-H][1,7]Naphthyridine-9-carboxylic acid methyl ester COC(=O)C=1C(C=C2N(CCC=3C=CC=NC23)C1)=O